C(C=C)OC=CS(=O)(=O)O allyloxyvinylsulfonic acid